C(C)(C)(C)OC(=O)N1CCC(CC1)CN1[C@H](CN(CC1)C(=O)OCC1=CC=CC=C1)C benzyl (3S)-4-[(1-tert-butoxycarbonyl-4-piperidyl)methyl]-3-methyl-piperazine-1-carboxylate